tert-Butyl 3-((N-methylmethylsulfonamido)methyl)azetidine-1-carboxylate CN(S(=O)(=O)C)CC1CN(C1)C(=O)OC(C)(C)C